FC=1C(=NC(=NC1)NC1=CC=C(C=C1)S(=O)(=O)N)N1[C@H](C(N(C(C1)(C)C)C)=O)C (S)-4-((5-fluoro-4-(2,4,5,5-tetramethyl-3-oxopiperazin-1-yl)pyrimidin-2-yl)amino)benzenesulfonamide